5-acetylamino-3-(4,4,5,5-Tetramethyl-1,3,2-dioxaborol-2-yl)-1H-pyrrolo[2,3-c]pyridine-1-carboxylic acid tert-butyl ester C(C)(C)(C)OC(=O)N1C=C(C=2C1=CN=C(C2)NC(C)=O)B2OC(C(O2)(C)C)(C)C